C(C)(C)(C)OC(=O)OC1=C(C(=O)[O-])C=CC=C1\C=C\B1OC(C(O1)(C)C)(C)C (tert-butoxycarbonyl)oxyl-3-[(E)-2-(4,4,5,5-tetramethyl-1,3,2-dioxaborolan-2-yl)ethenyl]benzoate